BrC1=C2C(=NC(=C1)C=O)CCO2 7-bromo-2,3-dihydrofuro[3,2-b]Pyridine-5-carbaldehyde